3-bromo-5-chlorothieno[3,2-b]pyridine BrC1=CSC=2C1=NC(=CC2)Cl